ClC1=CC2=C(C(C(NCC2)=O)C)C=C1 7-chloro-1-methyl-1,3,4,5-tetrahydro-2H-benzo[d]Azepin-2-one